C(C)N1N=CC(=C1)C1=NN2C(=NC=3C(=CC=CC3C2=N1)OC)N[C@H]1C(NCCCC1)=O (3R)-3-{[2-(1-ethyl-1H-pyrazol-4-yl)-7-methoxy[1,2,4]triazolo[1,5-c]quinazolin-5-yl]amino}azepan-2-one